C1(CC1)COCC1=C(C=C(C=C1)[N+](=O)[O-])F 1-((cyclopropylmethoxy)methyl)-2-fluoro-4-nitrobenzene